C1(CCCCC1)[C@@H](C(=O)N([C@@H](CC(=O)O)C(N1CCCCC1)=O)C)N(C)C([C@H]([C@H](CC)C)NC(=O)OCC1C2=CC=CC=C2C=2C=CC=CC12)=O (3S)-3-[[(2S)-2-cyclohexyl-2-[[(2S,3S)-2-(9H-fluoren-9-ylmethoxycarbonylamino)-3-Methylpentanoyl]-Methylamino]Acetyl]-Methylamino]-4-oxo-4-piperidin-1-ylbutanoic acid